ClC(COCCOCCNC(OC(C)(C)C)=O)=O tert-butyl (2-(2-(2-chloro-2-oxoethoxy)ethoxy)ethyl)carbamate